C(C)(C)(C)OC(=O)N1CCN(CC1)C=1SC=C(N1)C#N.ClC1=NC(=CC(=C1)C(=O)C1=CC=CC=C1)Cl (2,6-dichloropyridin-4-yl)(phenyl)methanone Tert-butyl-4-(4-cyanothiazol-2-yl)piperazine-1-carboxylate